N[C@H]1CS(C2=C(N(C1=O)CC1=CC=C(C=C1)Cl)C=C(C(=C2)F)C=2OC(=NN2)C(CN2CCN(CC2)C)(C)C)(=O)=O (3R)-3-amino-5-[(4-chlorophenyl)methyl]-7-[5-[1,1-dimethyl-2-(4-methylpiperazin-1-yl)ethyl]-1,3,4-oxadiazol-2-yl]-8-fluoro-1,1-dioxo-2,3-dihydro-1lambda6,5-benzothiazepin-4-one